ON=C(C1=NC=C(C=C1)NC=1OC(=CN1)C1=NC=C(C=C1)C(F)(F)F)N N'-hydroxy-5-((5-(5-(trifluoromethyl)pyridin-2-yl)oxazol-2-yl)amino)-picolinimidamide